N1=C2N(C=C1)C=CN2S(=O)(=O)N imidazo[1,2-a]imidazole-7-sulfonamide